Cl.CN(CCCN=C=NCC)C N-(3-dimethylamino-propyl)N'-ethylcarbodiimide hydrochloride